methyl (S)-2-(4-(6-((4-cyanobenzyl)oxy)-5-fluoropyridin-2-yl)-2-fluorobenzyl)-1-(oxetan-2-ylmethyl)-1H-thieno[2,3-d]imidazole-5-carboxylate C(#N)C1=CC=C(COC2=C(C=CC(=N2)C2=CC(=C(CC=3N(C4=C(N3)SC(=C4)C(=O)OC)C[C@H]4OCC4)C=C2)F)F)C=C1